C(C)(C)(C)OC(=O)N1S(OC[C@@H]1C1=CC(=CC=C1)C(F)(F)F)(=O)=O (S)-4-(3-(trifluoromethyl)phenyl)-1,2,3-oxathiazolidine-3-carboxylic acid tert-butyl ester 2,2-dioxide